C(C1=CC=CC=C1)NC(=O)C12N=CC3C(C1N(CC2C3)CC3=CC=C(C=C3)O)CC3=CC=CC=C3 N,7-dibenzyl-1-(4-hydroxybenzyl)-1,2,3,6,7,7a-hexahydro-3aH-3,6-methanopyrrolo[3,2-b]pyridine-3a-carboxamide